ClC1=C(C=CC=C1)NC(C1=CC=C(C=C1)NC1=NC(=NC=C1F)NC1=CC=C(C=C1)C(NN1CCC(CC1)CCN1CCN(CC1)C1=CC=C(C=C1)NC1C(NC(CC1)=O)=O)=O)=O N-(2-chlorophenyl)-4-((2-((4-((4-(2-(4-(4-((2,6-dioxopiperidin-3-yl)amino)phenyl)piperazin-1-yl)ethyl)piperidin-1-yl)carbamoyl)phenyl)amino)-5-fluoropyrimidin-4-yl)amino)benzamide